tri(ethyloxycarbonylmethylene) acetylcitrate C(C)(=O)C(C(=O)OCC(=O)OCC)C(O)(C(=O)OCC(=O)OCC)CC(=O)OCC(=O)OCC